4,7-diamino-8-(trans-4-aminocyclohexyloxy)-5,5-dimethyl-benzo[h]quinazolin-6-one NC1=NC=NC=2C3=C(C(C(C12)(C)C)=O)C(=C(C=C3)O[C@@H]3CC[C@H](CC3)N)N